FC1=C(C=C(C=C1)F)[C@@H]1N(CCC1)C1=NC=2N(C=C1)N=CC2C(=O)NCCCC2=CC=C(C=C2)CC(=O)OC methyl 2-[4-[3-[[5-[(2R)-2-(2,5-difluorophenyl)pyrrolidin-1-yl]pyrazolo[1,5-a]pyrimidine-3-carbonyl]amino]propyl]phenyl]acetate